C(#N)NC(NCCC[C@@H](C(COC1=CC=C(C=C1)F)=O)NC(C(C)(C)OC)=O)=N (S)-N-(6-(3-cyanoguanidino)-1-(4-fluorophenoxy)-2-oxohexan-3-yl)-2-methoxy-2-methylpropanamide